5,6,7,8-tetrafluoro-1-cyano-4-(N-phenyl-2-carbazolyl)phthalazine FC1=C2C(=NN=C(C2=C(C(=C1F)F)F)C#N)C1=CC=2N(C3=CC=CC=C3C2C=C1)C1=CC=CC=C1